6-bromo-1,3-dimethyl-indolin-2-one BrC1=CC=C2C(C(N(C2=C1)C)=O)C